butyl-(S)-tetrahydropyridazine C(CCC)N1NCCC=C1